NC1=C2C(=NC=N1)N(N=C2C2=CC(=CC=C2)O)CC2=NC1=CC=CC(=C1C(N2CC2=CC=C(C=C2)C(F)(F)F)=O)C#C 2-((4-Amino-3-(3-hydroxyphenyl)-1H-pyrazolo[3,4-d]pyrimidin-1-yl)methyl)-5-ethynyl-3-(4-(trifluoromethyl)benzyl)quinazolin-4(3H)-one